COC[Zr] methoxymethyl-zirconium